[N+](=O)([O-])C=1C=C(C=CC1)[C@@H]1[C@@H](CC1)N1N=CC=N1 2-(cis-2-(3-nitrophenyl)cyclobutyl)-2H-1,2,3-triazole